N1(N=CC=C1)CC1=CC2=C(C(=NO2)NS(=O)(=O)C2=C(C=CC=C2OC)OC)C2=C1CC(O2)COC N-(4-((1H-pyrazol-1-yl)methyl)-2-(methoxymethyl)-2,3-dihydrobenzofuro[7,6-d]isoxazol-8-yl)-2,6-dimethoxybenzenesulfonamide